O1COC2=C1C=CC(=C2)C2=NC=C(C=C2N2CC(C2)(C(=O)O)OC)CCCOC 1-(2-(benzo[d][1,3]dioxol-5-yl)-5-(3-methoxypropyl)pyridin-3-yl)-3-methoxyazetidine-3-carboxylic acid